2,2'-bismethoxybenzidine COC1=C(C=CC(=C1)N)C1=C(C=C(N)C=C1)OC